[Si](C1=CC=CC=C1)(C1=CC=CC=C1)(C(C)(C)C)OCC#CCN(C(=O)[C@H]1N(C(CC1)=O)C1=NC(=CC(=C1)C(F)(F)F)C)C1=C(C(=C(C=C1)F)C)F (S)-N-(4-((tert-butyldiphenylsilyl)oxy)but-2-yn-1-yl)-N-(2,4-difluoro-3-methylphenyl)-1-(6-methyl-4-(trifluoromethyl)pyridin-2-yl)-5-oxopyrrolidine-2-carboxamide